NC=1C=2N(C=CN1)C(=NC2C2=CC=C(CNC(C1=C(C=CC(=C1)F)OC)=O)C=C2)C2CC(CCC2)O N-(4-(8-amino-3-(3-hydroxycyclohexanyl)imidazo[1,5-a]pyrazin-1-yl)benzyl)-5-fluoro-2-methoxybenzamide